(S)-3-((2-Chloro-5-(1-methyl-5-(trifluoromethyl)-1H-pyrazol-3-yl)pyridin-4-yl)amino)butan-1-ol ClC1=NC=C(C(=C1)N[C@H](CCO)C)C1=NN(C(=C1)C(F)(F)F)C